(R)-1-(2-(2-methoxyphenyl)-2-((tetrahydro-2H-pyran-4-yl)oxy)ethyl)-5-methyl-2H-thieno[2,3-d][1,3]oxazine-2,4(1H)-dione COC1=C(C=CC=C1)[C@H](CN1C(OC(C2=C1SC=C2C)=O)=O)OC2CCOCC2